3-hydroxy-2-(hydroxymethyl)propyl 6-bromohexanoate BrCCCCCC(=O)OCC(CO)CO